ClC1=C(C=C(C=C1)C=1C=NN(C1)C1=C(C(=NN1C)OS(=O)(=O)C(F)(F)F)C(F)(F)F)C(NC1(CC1)C#N)=O [5-[4-[4-Chloro-3-[(1-cyanocyclopropyl)carbamoyl]phenyl]pyrazol-1-yl]-1-methyl-4-(trifluoromethyl)pyrazol-3-yl]trifluoromethansulfonat